COC(=O)C1=CC(=NN1C(C)C1=CC=CC=C1)C(=O)O 5-(methoxycarbonyl)-1-(1-phenylethyl)-1H-Pyrazole-3-carboxylic acid